C(C)(=O)N(C1=C(C=C(C=C1)C1=CC=C(C=N1)C(=O)NCC=1C=NC=CC1)Cl)CC(C)C 6-[4-[Acetyl-(isobutyl)amino]-3-chloro-phenyl]-N-(3-pyridylmethyl)pyridine-3-carboxamide